CS(=O)(=O)C1=CC=C(C=C1)C1=CC=CC=2N1N=C(N2)NC2=CC=C(C=C2)N2CCN(CC2)C(CCCCCN2C(N(C1=C2C=CC=C1)C1C(NC(CC1)=O)=O)=O)=O 3-(3-(6-(4-(4-((5-(4-(methylsulfonyl)phenyl)-[1,2,4]triazolo[1,5-a]pyridin-2-yl)amino)phenyl)piperazin-1-yl)-6-oxohexyl)-2-oxo-2,3-dihydro-1H-benzo[d]imidazol-1-yl)piperidine-2,6-dione